FC1=CC(=C(C=C1)CNC(CN1N=NC2=C(C1=O)C=CC=C2)=O)C(F)(F)F N-[[4-fluoro-2-(trifluoromethyl)phenyl]methyl]-4-oxo-1,2,3-benzotriazine-3(4H)-acetamide